C(C)(C)(C)OC(=O)N1N=C(C=2C1=NC=NC2N)Br 4-amino-3-bromo-1H-pyrazolo[3,4-d]pyrimidine-1-carboxylic acid tert-butyl ester